NC1=C2C(=NC=N1)N(N=C2C2=CC(=C(CNC(C1=C(C=CC(=C1)F)OC)=O)C=C2)F)C2=CC=C(C=C2)C2CCNCC2 N-(4-(4-amino-1-(4-(piperidin-4-yl)phenyl)-1H-pyrazolo[3,4-d]pyrimidin-3-yl)-2-fluorobenzyl)-5-fluoro-2-methoxybenzamide